Cl.N[C@@H]1COCCC1 3-(S)-aminotetrahydropyran HCl